N=1N=C(N2C1C=CC=C2)NC(CCC2CCN(CC2)C2=CC=C(C=C2)C#N)=O N-([1,2,4]triazolo[4,3-a]pyridin-3-yl)-3-(1-(4-cyanophenyl)piperidin-4-yl)propanamide